[F-].C(CCCCCC)[NH+]1C=C(C=C1)CC 1-heptyl-3-ethylpyrrolium fluoride